ClC=1C=C(C=C(C1)F)B1OC(C(O1)(C)C)(C)C 2-(3-chloro-5-fluorophenyl)-4,4,5,5-tetramethyl-1,3,2-dioxaborolane